6-(2-(3-chloro-2-fluorophenyl)-2-hydroxyacetyl)-2-(1-phenylcyclopropyl)-3,5,6,7,8,9-hexahydro-4H-pyrimido[5,4-c]azepin-4-one ClC=1C(=C(C=CC1)C(C(=O)N1CC2=C(CCC1)N=C(NC2=O)C2(CC2)C2=CC=CC=C2)O)F